Lithium (2,3,5,6-tetrafluoro-3',5'-divinyl-[1,1'-biphenyl]-4-yl)tris(2,3,5,6-tetrafluoro-4-(trifluoromethyl)phenyl)borate FC1=C(C(=C(C(=C1F)[B-](C1=C(C(=C(C(=C1F)F)C(F)(F)F)F)F)(C1=C(C(=C(C(=C1F)F)C(F)(F)F)F)F)C1=C(C(=C(C(=C1F)F)C(F)(F)F)F)F)F)F)C1=CC(=CC(=C1)C=C)C=C.[Li+]